N1(N=CC=C1)C[C@@H]1N(CC1)C(=O)OC(C)(C)C tert-butyl (R)-2-((1H-pyrazol-1-yl)methyl)azetidine-1-carboxylate